NC1=NC=2C=C(C(=CC2C2=C1N(N=C2)C)C(=O)O)F 4-amino-7-fluoro-3-methyl-3H-pyrazolo[3,4-c]quinoline-8-carboxylic acid